C(C)(=O)N1CC2=C(C=C(C=C2C1)C1CCC(CC1)=O)N1CCCC2=CC(=C(C=C12)C(F)F)C=1C=NN(C1)C 4-(2-acetyl-7-(7-(Difluoromethyl)-6-(1-methyl-1H-pyrazol-4-yl)-3,4-dihydroquinolin-1(2H)-yl)isoindoline-5-yl)cyclohexan-1-one